(Z)-8-bromooctanoate BrCCCCCCCC(=O)[O-]